FC(C1(COC1)C=1C(=NC=CC1)C(=O)N)(F)F [3-(trifluoromethyl)oxetan-3-yl]pyridine-2-carboxamide